water, Phosphate salt P(=O)(O)(O)O.O